C(C1=CC=CC=C1)C1=NC(=NN1)C(=O)N[C@@H]1C(N(C2=C(OC1)C=CC(=C2)N2CC(C2)(F)F)C)=O (S)-5-benzyl-N-(7-(3,3-difluoroazetidin-1-yl)-5-methyl-4-oxo-2,3,4,5-tetrahydrobenzo[b][1,4]oxaazepin-3-yl)-1H-1,2,4-triazole-3-carboxamide